BrC1=NC(=C(C(=C1F)N)I)Br 2,6-dibromo-3-fluoro-5-iodopyridin-4-amine